ClC1=C(C(=CC(=C1)C(F)(F)F)Cl)N1N=CC(=C1C)C(=O)OCC ethyl 1-(2,6-dichloro-4-(trifluoromethyl) phenyl)-5-methyl-1H-pyrazole-4-carboxylate